1-tert-butyl 2-methyl (2S,4R)-4-hydroxypyrrolidine-1,2-dicarboxylate O[C@@H]1C[C@H](N(C1)C(=O)OC(C)(C)C)C(=O)OC